(RS)-4-Chloro-N-[4-(2-pyrrolidin-2-yl-ethyl)-phenyl]-benzamide ClC1=CC=C(C(=O)NC2=CC=C(C=C2)CC[C@H]2NCCC2)C=C1 |r|